C1(=CC=CC=C1)[C@H]1[C@@H](N1)C(=O)O (2R,3S)-3-phenyl-aziridine-2-carboxylic acid